C1(=CC=CC=C1)C1(CC(C1)=O)CB1OC(C(O1)(C)C)(C)C 3-phenyl-3-((4,4,5,5-tetramethyl-1,3,2-dioxaborolan-2-yl)methyl)cyclobutan-1-one